2-(2-(difluoromethoxy)pyrimidin-5-yl)-5-(3-hydroxy-2,6-dimethylphenyl)-1H-pyrrolo[2,3-b]pyridine-4-carbonitrile FC(OC1=NC=C(C=N1)C1=CC2=C(N=CC(=C2C#N)C2=C(C(=CC=C2C)O)C)N1)F